CS(=O)(=O)OCC1(CCC=2N(C1)N=C(C2)C2=NC=C(C=C2)F)CC2COC2 (2-(5-fluoropyridin-2-yl)-6-(oxetan-3-ylmethyl)-4,5,6,7-tetrahydropyrazolo[1,5-a]pyridin-6-yl)methyl methanesulfonate